(2R,3S)-1,4-Bis(2-thiazol-2-ylpropylsulfanyl)butan-2,3-diol S1C(=NC=C1)C(CSC[C@@H]([C@@H](CSCC(C)C=1SC=CN1)O)O)C